(1R,5S) or (1R,5S)-3-(8-cyanoquinolin-5-yl)-N-(trans-3-morpholinocyclobutyl)-5-(trifluoromethyl)-3-azabicyclo[3.1.0]hexane-1-carboxamide C(#N)C=1C=CC(=C2C=CC=NC12)N1C[C@]2(C[C@]2(C1)C(F)(F)F)C(=O)N[C@@H]1C[C@H](C1)N1CCOCC1